(R)-(1-hydroxy-2-methylhex-2-yl)carbamic acid tert-butyl ester C(C)(C)(C)OC(N[C@@](CO)(CCCC)C)=O